6-nitro-1H-benzo[d]imidazole-4-sulfonamide [N+](=O)([O-])C=1C=C(C2=C(NC=N2)C1)S(=O)(=O)N